5-chloro-2-(3-cyanobenzyloxy)benzylamine ClC=1C=CC(=C(CN)C1)OCC1=CC(=CC=C1)C#N